ClC=1C=C(C(=NC1)C1=CC=2N(C=C1)C=C(N2)C(F)F)C=2C=NN(C2)CC2(CCCC2)F 7-(5-chloro-3-(1-((1-fluorocyclopentyl)methyl)-1H-pyrazol-4-yl)pyridin-2-yl)-2-(difluoromethyl)imidazo[1,2-a]pyridine